CCCCCCCCCCCCCC(=O)CCCCCCCCCCCCC myristone